5-(9-([1,4'-bipiperidin]-4-ylmethyl)-2,9-diazaspiro[5.5]undec-2-yl)-2-(2,6-dioxopiperidin-3-yl)isoindoline-1,3-dione N1(CCC(CC1)CN1CCC2(CCCN(C2)C=2C=C3C(N(C(C3=CC2)=O)C2C(NC(CC2)=O)=O)=O)CC1)C1CCNCC1